C(C)OC=1C=NC=CC1C=1C=C(C=2N(N1)C(=NC2C(C)C)C)NCC=2C=NN(C2)C 2-(3-ethoxy-4-pyridinyl)-5-isopropyl-7-methyl-N-[(1-methylpyrazol-4-yl)methyl]imidazo[1,5-b]pyridazin-4-amine